FC=1C2=C(C=C3C=NNC13)N(C(=C2CCC(=O)O)C(C)C)C2=CC(=C(C=C2)F)OC 3-[8-fluoro-5-(4-fluoro-3-methoxy-phenyl)-6-isopropyl-1H-pyrrolo[2,3-f]indazol-7-yl]propanoic acid